FC=1C=C(C#N)C=CC1O[C@H](COC1=CC(=CC=C1)N1C(=NC=C1)C)C (S)-3-fluoro-4-((1-(3-(2-methyl-1H-imidazol-1-yl)phenoxy)propan-2-yl)oxy)benzonitrile